ClC1=C(CN2CCN(CC2)C(CCC=2C(=NN(C2C)C=2C=CC=3N(N2)C(=NN3)C(F)(F)F)C)=O)C=C(C=C1)C1=NN=NN1 1-(4-(2-Chloro-5-(1H-tetrazol-5-yl)benzyl)piperazin-1-yl)-3-(3,5-dimethyl-1-(3-(trifluoromethyl)-[1,2,4]triazolo[4,3-b]pyridazin-6-yl)-1H-pyrazol-4-yl)propan-1-one